7-(4-(dimethylamino)but-1-yn-1-yl)-N4-(1-isopropylpiperidine-4-yl)-6-methoxy-N2,N2-dimethylquinazoline-2,4-diamine CN(CCC#CC1=C(C=C2C(=NC(=NC2=C1)N(C)C)NC1CCN(CC1)C(C)C)OC)C